C(C1=CC=CC=C1)OC1CN(CC1)C(C(F)(F)F)(C)C 3-benzyloxy-1-(2,2,2-trifluoro-1,1-dimethyl-ethyl)pyrrolidine